3-(3-methoxy-2-(deuteromethyl)-2H-indazol-5-yl)-7-((2,2,2-Trifluoroethyl)amino)-1,8-naphthyridin-2(1H)-one COC=1N(N=C2C=CC(=CC12)C=1C(NC2=NC(=CC=C2C1)NCC(F)(F)F)=O)C[2H]